ClC=1C(=C(C=CC1)C1=C(C=C(C=C1CCC)CCC)CCC)P(C(C)(C)C)C(C)(C)C chloro(2-di-tert-butylphosphino-2',4',6'-tri-1-propyl-1,1'-biphenyl)